1,3-propanediol dipelargonate C(CCCCCCCC)(=O)OCCCOC(CCCCCCCC)=O